5'-bromo-2'-methyl-spiro[cyclopropane-1,3'-isoindoline]-1'-one BrC=1C=C2C3(N(C(C2=CC1)=O)C)CC3